1-(2-(dimethylamino)ethyl)-5-methoxy-N1-methyl-N4-(4-(1-methyl-1H-indole-3-yl)pyrimidine-2-yl)-2-nitrobenzene-1,4-diamine CN(CCC1(C(C=C(C(=C1)OC)NC1=NC=CC(=N1)C1=CN(C2=CC=CC=C12)C)[N+](=O)[O-])NC)C